[Br-].OC1=CC=C(C=C1)C(C)(C)C1=CC=C(C=C1)O bisphenol A bromide